(5'S,7a'R)-5'-(3,5-difluorophenyl)-1-(2-methylpyrimidine-5-carbonyl)tetrahydro-3'H-spiro[piperidine-4,2'-pyrrolo[2,1-b]-[1,3]oxazol]-3'-one FC=1C=C(C=C(C1)F)[C@@H]1CC[C@H]2OC3(C(N21)=O)CCN(CC3)C(=O)C=3C=NC(=NC3)C